C1CCC2=C(C=3CCCC3C=C12)NC(=O)NS(=O)(=O)\C=C\CN(C)C(C)C (E)-N-((1,2,3,5,6,7-hexahydro-s-indacen-4-yl)carbamoyl)-3-(isopropyl(methyl)amino)prop-1-ene-1-sulfonamide